2-(4-(6-((4-cyano-2-fluorobenzyl)oxy)pyridin-2-yl)-2,3,6-trifluorobenzyl)-1-(4,4-dimethyltetrahydrofuran-3-yl)-4-fluoro-1H-benzo[d]imidazole-6-carboxylic acid C(#N)C1=CC(=C(COC2=CC=CC(=N2)C2=C(C(=C(CC3=NC4=C(N3C3COCC3(C)C)C=C(C=C4F)C(=O)O)C(=C2)F)F)F)C=C1)F